ClC1=C(COC2=C3C[C@H](N(CC3=CC=C2OC)C=2OC3=C(N2)C=CC(=C3)F)C(=O)O)C=CC=C1 (S)-5-((2-chlorobenzyl)oxy)-2-(6-fluoro-benzo[d]oxazol-2-yl)-6-methoxy-1,2,3,4-tetrahydroisoquinoline-3-carboxylic acid